FC=1C=C(C=CC1F)[C@H]1[C@@H](CN(C1)CCOC)NC(=O)NC1=C(C(=NN1C1=CC=CC=C1)C=1C=NC(=NC1)N(C)C)C 1-((3s,4r)-4-(3,4-difluorophenyl)-1-(2-methoxyethyl)pyrrolidin-3-yl)-3-(3-(2-(dimethylamino)pyrimidin-5-yl)-4-methyl-1-phenyl-1H-pyrazol-5-yl)urea